3-(1-(2-chloro-4-(trifluoromethyl)phenyl)pyrrolidin-2-yl)-N-(methylsulfonyl)benzamide ClC1=C(C=CC(=C1)C(F)(F)F)N1C(CCC1)C=1C=C(C(=O)NS(=O)(=O)C)C=CC1